(S)-N-(6-(trifluoromethoxy)benzo[d]thiazol-2-yl)pyrrolidine-2-carboxamide FC(OC1=CC2=C(N=C(S2)NC(=O)[C@H]2NCCC2)C=C1)(F)F